CN1CCN(CC1)C1=CC=C(C=C1)C=1C=C2C(=NC1)NN=C2 5-(4-(4-methylpiperazin-1-yl)phenyl)-1H-pyrazolo[3,4-b]pyridine